C(C)(=O)N(C=1SC2=C(C1C(=O)OC)CCC1(OCCO1)C2)CC2=CC=C(C=C2)F Methyl 2-[acetyl(4-fluorobenzyl)amino]-4,7-dihydro-5H-spiro[1-benzothiophene-6,2'-[1,3]dioxolane]-3-carboxylate